(R)-N-(amino(5-(2-hydroxypropan-2-yl)thiophen-2-yl)(oxo)-λ6-sulfaneylidene)-2-(3-fluoro-2,6-diisopropylphenyl)acetamide N[S@](=NC(CC1=C(C(=CC=C1C(C)C)F)C(C)C)=O)(=O)C=1SC(=CC1)C(C)(C)O